C(=O)C1CC(OC(O1)(C)C)CC(=O)NC(C)C1=CC=CC=C1 2-(6-formyl-2,2-dimethyl-[1,3]-dioxane-4-yl)-N-(1-phenyl-ethyl)-acetamide